3-hydroxy-5-pregnan-20-one CC(=O)[C@H]1CC[C@@H]2[C@@]1(CC[C@H]3[C@H]2CC[C@H]4[C@@]3(CC[C@H](C4)O)C)C